methyl 7-[3-butyl-5-(1,3-dithian-2-ylidene)-2,4,6-trioxo-1,3-diazinan-1-yl]-2-methylspiro[3.5]nonane-2-carboxylate C(CCC)N1C(N(C(C(C1=O)=C1SCCCS1)=O)C1CCC2(CC(C2)(C(=O)OC)C)CC1)=O